N-((5-chloro-6-(cyclobutylmethoxy)-1H-indol-2-yl)methyl)-1-methylcyclopropane-1-carboxamide ClC=1C=C2C=C(NC2=CC1OCC1CCC1)CNC(=O)C1(CC1)C